C(C)OC(/C=C/C=1C=C(C=CC1)C(C(NN(C(=O)OCC1=CC=CC=C1)C)=O)(CCSCCO[Si](C(C)(C)C)(C)C)C)=O benzyl (E)-5-(3-(3-ethoxy-3-oxoprop-1-en-1-yl)phenyl)-2,5,12,12,13,13-hexamethyl-4-oxo-11-oxa-8-thia-2,3-diaza-12-silatetradecanoate